carbonic acid, Ammonium salt [NH4+].C([O-])([O-])=O.[NH4+]